C(C=C)(=O)N acryl-Amide